2-((3-cyano-6-(furan-2-yl)-4-(trifluoromethyl)pyridin-2-yl)thio)-2-phenylacetic acid C(#N)C=1C(=NC(=CC1C(F)(F)F)C=1OC=CC1)SC(C(=O)O)C1=CC=CC=C1